OC[C@H](C1=CC=CC=C1)NC1=CC(=NC=C1C=1OC(=NN1)C(C)(C)O)NC1=CC=C2C(=N1)N(N(C2=O)C)C(C)C (S)-6-((4-((2-hydroxy-1-phenylethyl)amino)-5-(5-(2-hydroxypropan-2-yl)-1,3,4-oxadiazol-2-yl)pyridin-2-yl)amino)-1-isopropyl-2-methyl-1,2-dihydro-3H-pyrazolo[3,4-b]pyridin-3-one